CN(CCCC(=O)OC1C(C(CC1)CC(=O)OC(CCCCCCCCC1C(C1)CCCCCCCC)CCCCCCCCC1C(C1)CCCCCCCC)C\C=C/CC)C (Z)-3-(2-((1,17-bis(2-octylcyclopropyl)heptadecan-9-yl)oxy)-2-oxoethyl)-2-(pent-2-en-1-yl)cyclopentyl 4-(dimethylamino)butanoate